butyl (1-(2-phthalimidoethanesulfonyl)piperidin-4-yl)carbamate C1(C=2C(C(N1CCS(=O)(=O)N1CCC(CC1)NC(OCCCC)=O)=O)=CC=CC2)=O